ClC=1N=CC2=C(C=CC(=C2C1)C(C)C)N1[C@@H]([C@H](C1)C[S@@](=O)C)C 3-chloro-5-isopropyl-8-((2R,3S)-2-methyl-3-(((S)-methylsulfinyl)methyl)azetidine-1-yl)isoquinoline